BrC1=C2C=CC=NC2=C(C=C1CN(C(OC(C)(C)C)=O)C)Cl tert-butyl N-[(5-bromo-8-chloro-6-quinolinyl) methyl]-N-methyl-carbamate